S(O)(O)(=O)=O.C(CCCCCCCCC)N1CN(C=C1)C 1-decyl-3-methylimidazole bisulfate